tert-Butyl 2,2-dimethyl-3-(methylamino)pyrrolidine-1-carboxylate CC1(N(CCC1NC)C(=O)OC(C)(C)C)C